(trans-4-((benzylcarbamoyl)(5-(1-methyl-1H-pyrazol-4-yl)pyrimidin-2-yl)amino)cyclohexyl)carbamic acid tert-butyl ester C(C)(C)(C)OC(N[C@@H]1CC[C@H](CC1)N(C1=NC=C(C=N1)C=1C=NN(C1)C)C(NCC1=CC=CC=C1)=O)=O